O1CCN(CC1)CCN1N=CC=C1 1-(2-morpholino-ethyl)-1H-pyrazol